1-allyl-2-(2,4-dimethylphenyl)benzimidazole C(C=C)N1C(=NC2=C1C=CC=C2)C2=C(C=C(C=C2)C)C